N-((1s,3r,5R,7S)-3-((2-(5,6-difluoroisoindolin-2-yl)-2-oxoethyl)amino)adamantan-1-yl)-3,3-dimethylbutanamide FC=1C=C2CN(CC2=CC1F)C(CNC12CC3(C[C@@H](C[C@H](C1)C3)C2)NC(CC(C)(C)C)=O)=O